(R)-N-cyclopropyl-4-((3,4-dioxo-2-((2,5,5-trimethyl-4,5,6,7-tetrahydrobenzofuran-4-yl)amino)cyclobut-1-en-1-yl)amino)-3-hydroxy-N-methylpicolinamide C1(CC1)N(C(C1=NC=CC(=C1O)NC1=C(C(C1=O)=O)N[C@@H]1C(CCC2=C1C=C(O2)C)(C)C)=O)C